ClC1=C(C=2N=C(N=C(C2C=N1)N1CCN(CC1)C(=O)OC(C)(C)C)OC[C@H]1N(CCC1)C)F tert-butyl 4-(7-chloro-8-fluoro-2-{[(2S)-1-methylpyrrolidin-2-yl]methoxy}pyrido[4,3-d]pyrimidin-4-yl)piperazine-1-carboxylate